butyl ((7-chloro-2-((1s,4s)-4-((3-methoxy-4-methylphenyl)carbamoyl) cyclohexyl)-1-oxoisoindolin-4-yl)methyl)carbamate ClC=1C=CC(=C2CN(C(C12)=O)C1CCC(CC1)C(NC1=CC(=C(C=C1)C)OC)=O)CNC(OCCCC)=O